C(C)C1=C(C(=CC=C1)CC)N1N=C2C(CN(CC2)C(=O)OC(C)(C)C)=C1C1=C(C=C(C(=C1)F)[N+](=O)[O-])F tert-butyl 2-(2,6-diethylphenyl)-3-(2,5-difluoro-4-nitrophenyl)-2,4,6,7-tetrahydro-5H-pyrazolo[4,3-C]pyridine-5-carboxylate